1-{5-cyano-6-[(3R)-4-(cyclopropylcarbonyl)-3-methylpiperazin-1-yl]-2-(1-methyl-1H-pyrazol-4-yl)pyrimidin-4-yl}-3-(1-methylethyl)urea C(#N)C=1C(=NC(=NC1N1C[C@H](N(CC1)C(=O)C1CC1)C)C=1C=NN(C1)C)NC(=O)NC(C)C